oxalic acid silyl ester [SiH3]OC(C(=O)O)=O